2-(((1S,4S,5S)-4-(4-(8-chloro-2-methyl-3-phenyloctan-2-yl)-2,6-dihydroxyphenyl)-6,6-dimethylbicyclo[3.1.1]hept-2-en-2-yl)methyl)isoindoline-1,3-dione ClCCCCCC(C(C)(C)C1=CC(=C(C(=C1)O)[C@H]1C=C([C@@H]2C([C@H]1C2)(C)C)CN2C(C1=CC=CC=C1C2=O)=O)O)C2=CC=CC=C2